1-[5-bromo-2-fluoro-4-(trifluoromethyl)phenyl]-3-[(1S)-1-(2-pyrimidin-2-yl-1,2,4-triazol-3-yl)ethyl]urea BrC=1C(=CC(=C(C1)NC(=O)N[C@@H](C)C=1N(N=CN1)C1=NC=CC=N1)F)C(F)(F)F